COC=1C=CC=2C3=C(C=NC2N1)COC(N3C3CCC(CCC3)NS(=O)(=O)N)=O (N-(4-(8-methoxy-2-oxo-2H-[1,3]oxazino[5,4-c][1,8]naphthyridin-1(4H)-yl)cycloheptyl)sulfamoyl)amine